5-(3-amino-2,6-dibromo-4-fluorophenyl)-2-(5-bromo-6-(pyrrolidin-1-yl)pyridin-3-yl)-6,7-dihydrothiazolo[5,4-c]pyridin-4(5H)-one NC=1C(=C(C(=CC1F)Br)N1C(C2=C(CC1)N=C(S2)C=2C=NC(=C(C2)Br)N2CCCC2)=O)Br